DICHLOROACETALDEHYDE HYDRATE O.ClC(C=O)Cl